C(CCCCCCC)P(OP(O)(O)CCCCCCCC)(O)O.OCC(CO)(CO)CO pentaerythritol dioctyl-diphosphite